CCCCCCCCCC(CCCCCCCCCCC)O heneicosane-10-ol